The molecule is a phenol resulting from the formal substitution of the hydrogen at the 2 position of 1,3-diisopropylbenzene by a hydroxy group. It has a role as an intravenous anaesthetic, a sedative, a radical scavenger, an antiemetic and an anticonvulsant. CC(C)C1=C(C(=CC=C1)C(C)C)O